2-Bromo-5-[[5-chloro-4-[(2-cyanocyclopentyl)amino]pyrimidin-2-yl]amino]benzoic acid methyl ester COC(C1=C(C=CC(=C1)NC1=NC=C(C(=N1)NC1C(CCC1)C#N)Cl)Br)=O